N-(2-((5-chloro-2-((4-(4-(dimethylamino)piperidin-1-yl)-5-(isopropylamino)-2-methoxyphenyl)amino)pyrimidin-4-yl)amino)phenyl)-N-methylmethanesulfonamide ClC=1C(=NC(=NC1)NC1=C(C=C(C(=C1)NC(C)C)N1CCC(CC1)N(C)C)OC)NC1=C(C=CC=C1)N(S(=O)(=O)C)C